(E)-4-(bromo(phenyl)methylene)-3-((ethylsulfonyl)methyl)benzopyran Br\C(=C/1\C(=COC2=C1C=CC=C2)CS(=O)(=O)CC)\C2=CC=CC=C2